C=12C3=NN=CN3C=NC2=CC=CC1 3,4,6,8-tetraazatricyclo[7.4.0.02,6]trideca-1(13),2,4,7,9,11-hexaene